3-((S)-2-hydroxy-3-((R)-8-(5-(trifluoromethyl)pyrimidin-2-yl)-1-oxa-8-azaspiro[4.5]dec-3-ylamino)propoxy)-N-methylbenzenesulfonamide O[C@H](COC=1C=C(C=CC1)S(=O)(=O)NC)CN[C@H]1COC2(C1)CCN(CC2)C2=NC=C(C=N2)C(F)(F)F